(2S,3R)-1-(4-(4-(3-aminotetrahydrofuran-3-yl)phenyl)-7,7-difluoro-6,7-dihydro-5H-cyclopenta[d]pyrimidin-2-yl)-2-methylazetidin-3-ol NC1(COCC1)C1=CC=C(C=C1)C=1C2=C(N=C(N1)N1[C@H]([C@@H](C1)O)C)C(CC2)(F)F